Cl.CN1N=C2[C@@H](NCCC2=C1C=1C(=NN(C1)C)C(F)(F)F)C (S)-2,7-dimethyl-3-(1-methyl-3-(trifluoromethyl)-1H-pyrazol-4-yl)-4,5,6,7-tetrahydro-2H-pyrazolo[3,4-c]pyridine-HCl salt